(S)-5-isopropyl-6-(2-methylpyrrolidin-1-yl)picolinic acid methyl ester COC(C1=NC(=C(C=C1)C(C)C)N1[C@H](CCC1)C)=O